2-(2-chlorophenyl)-N-[4-(2-ethoxypyrimidin-5-yl)-3-sulfamoylphenyl]acetamide Chromium-Zinc [Zn].[Cr].ClC1=C(C=CC=C1)CC(=O)NC1=CC(=C(C=C1)C=1C=NC(=NC1)OCC)S(N)(=O)=O